N12CC2C1 azabicyclo(1.1.0)butane